ClC1=CC=C(C=N1)N1C(N(C(C1)=O)C)=O 1-(6-Chloropyridin-3-yl)-3-methylimidazolidine-2,4-dione